methyl-(1r,4R)-4-[(3-chlorophenyl)(trifluoroacetyl)amino]-2'-[(2R)-3-hydroxy-2-methylpropyl]-6'-(2-methoxypropan-2-yl)spiro[cyclohexane-1,1'-indene] CC1=C(C2(C3=CC(=CC=C13)C(C)(C)OC)CCC(CC2)N(C(C(F)(F)F)=O)C2=CC(=CC=C2)Cl)C[C@H](CO)C